C(C)(C)C1C=CC(=CC1)C 5-isopropyl-2-methyl-1,3-cyclohexadiene